(1-(4-(2-methoxyquinolin-3-yl)pyrimidin-2-yl)piperidin-4-yl)methylamine COC1=NC2=CC=CC=C2C=C1C1=NC(=NC=C1)N1CCC(CC1)CN